CN1CCC(=CC1)C=1SC(=C(N1)C(NCC1=C(C=CC=C1)C(F)(F)F)=O)NC(OC(C)(C)C)=O tert-butyl (2-(1-methyl-1,2,3,6-tetrahydropyridin-4-yl)-4-((2-(trifluoromethyl)benzyl)carbamoyl)thiazol-5-yl)carbamate